2-(2,6-dioxopiperidin-3-yl)-5-(methyl(2-(methylamino)cyclopentyl)amino)isoindoline-1,3-dione O=C1NC(CCC1N1C(C2=CC=C(C=C2C1=O)N(C1C(CCC1)NC)C)=O)=O